5-chloro-8-(6-methyl-5-(trifluoromethyl)pyridin-2-yl)-1,6-naphthyridine ClC1=C2C=CC=NC2=C(C=N1)C1=NC(=C(C=C1)C(F)(F)F)C